C(C)OC1=C(O[C@H]2CN(CCC2)C2=CN=CC(=N2)NC(CCC2=CC=CC=C2)=O)C=CC=C1 (R)-N-(6-(3-(2-ethoxyphenoxy)piperidin-1-yl)pyrazin-2-yl)-3-phenylpropionamide